COC=1C(=C2C=CNC2=C(C1)C)CN1[C@H](CCCC1)C1=C(C=C(C(=O)O)C=C1)NCCOC (R)-4-(1-((5-methoxy-7-methyl-1H-indol-4-yl)methyl)piperidin-2-yl)-3-((2-methoxyethyl)amino)benzoic acid